C(C)(C)(C)C1=C(C=C(C=C1)NC([C@@H](C1=CC=C(C=C1)COC)NC(CC1=CC(=NO1)O)=O)=O)F (2R)-N-(4-tert-butyl-3-fluorophenyl)-2-(((3-hydroxy-1,2-oxazol-5-yl)acetyl)amino)-2-(4-(methoxymethyl)phenyl)acetamide